N-(2,4,5-trifluorophenyl)-1H-benzo[g]indole-3-sulfonamide FC1=C(C=C(C(=C1)F)F)NS(=O)(=O)C1=CNC2=C3C(=CC=C12)C=CC=C3